ethyl-D-glucamine C(C)NC[C@H](O)[C@@H](O)[C@H](O)[C@H](O)CO